C(C)(C)OC1=NC=CC(=C1)B(O)O 2-(ISOPROPOXY)PYRIDINE-4-BORONIC ACID